OC1(CC(C1)C(=O)N1CC2(C1)CC(C2)CC2=NC(=CC=C2)OC)C ((1s,3s)-3-Hydroxy-3-methylcyclobutyl)(6-((6-methoxypyridin-2-yl)methyl)-2-azaspiro[3.3]heptan-2-yl)methanon